[N+](=O)([O-])C=1C=C(C=C2CN(CC(C2=O)S(=O)(=O)C2=C(C=CC=C2)F)S(=O)(=O)C2=CC=C(C=C2)F)C=CC1 3-(3-nitrobenzylidene)-5-(2-fluorobenzenesulfonyl)-N-(4-fluorobenzenesulfonyl)-4-piperidone